OC1=C(C(SC1(C=C(C=C)C)C)=O)C 4-hydroxy-3,5-dimethyl-5-(2-methyl-buta-1,3-dienyl)-5h-thiophen-2-one